10-chlorophenanthro[4,3-d]oxazole ClC1=CC=2C3=C(C=CC2C=C1)C=CC1=C3N=CO1